2-(4-bromo-1-cyclopropyl-1H-imidazol-2-yl)propan-2-ol BrC=1N=C(N(C1)C1CC1)C(C)(C)O